4-[6-(3-chloro-4-methoxyphenyl)Spiro[2.4]hept-5-en-5-yl]benzenesulfonamide ClC=1C=C(C=CC1OC)C1=C(CC2(CC2)C1)C1=CC=C(C=C1)S(=O)(=O)N